N,N-diethyl-7-methyl-4,6,6a,7,8,9-hexahydroindolo-[4,3-fg]quinoline-9-carboxamide C(C)N(C(=O)C1CN(C2CC=3C4=C(C2=C1)C=CC=C4NC3)C)CC